(2R)-N-[(1S)-1-[({5-chloro-7H-pyrrolo[2,3-b]pyridin-3-yl}methyl)carbamoyl]-2-(3,4-difluorophenyl)ethyl]-2-(cyclohexylamino)-6-(piperidin-1-yl)hexanamide ClC=1C=C2C(NC1)=NC=C2CNC(=O)[C@H](CC2=CC(=C(C=C2)F)F)NC([C@@H](CCCCN2CCCCC2)NC2CCCCC2)=O